C(C)N1N=C2N=C(C=NC2=C1)N[C@@H](C)C=1C=C(C=CC1)NC(C1=CC(=C(C=C1)C(F)(F)F)C)=O (S)-N-(3-(1-((2-ethyl-2H-pyrazolo[3,4-b]pyrazin-6-yl)amino)ethyl)phenyl)-3-methyl-4-(trifluoromethyl)benzamide